C1(=CC=CC=C1)C1CCC=2N1C1=C(N2)C=CC(=C1)C=1C=NC=NC1 1-phenyl-7-(pyrimidin-5-yl)-2,3-dihydro-1H-benzo[d]pyrrolo[1,2-a]imidazole